N-benzylamine C(C1=CC=CC=C1)N